C(CCC)OC1=CC=CC2=CC(=CC=C12)OCCCC 4,7-di-n-butoxynaphthalene